O1CCOC=C1 (R)-2,3-dihydro-[1,4]dioxin